ClC=1C=C(C=CC1F)N(C(=O)[C@H]1N(C[C@H](C1)C(=O)NC1=CC(=NN1C)C)C1=NC(=CC(=C1)C(F)(F)F)C)C (2S,4S)-N2-(3-chloro-4-fluorophenyl)-N4-(1,3-dimethyl-1H-pyrazol-5-yl)-N2-methyl-1-(6-methyl-4-(trifluoromethyl)pyridin-2-yl)pyrrolidine-2,4-dicarboxamide